3-(4-fluorophenyl)propanoate hydrochloride Cl.FC1=CC=C(C=C1)CCC(=O)O